tert-butyl 6,9-dioxo-5,8-bis(4-(trifluoromethyl) benzyl)-2,5,8-triazaspiro[3.5]nonane-2-carboxylate O=C1N(C2(CN(C2)C(=O)OC(C)(C)C)C(N(C1)CC1=CC=C(C=C1)C(F)(F)F)=O)CC1=CC=C(C=C1)C(F)(F)F